CN1N=CC(=C1)C1=C(C=CC=C1)C1CC(C(O1)=O)P(OCC)(OCC)=O diethyl (5-(2-(1-methyl-1H-pyrazol-4-yl)phenyl)-2-oxotetrahydrofuran-3-yl)phosphonate